3-[2-amino-5-[2-chloro-6-(1-hydroxy-1-methyl-ethyl)-4-pyridinyl]Thiazol-4-yl]Benzonitrile NC=1SC(=C(N1)C=1C=C(C#N)C=CC1)C1=CC(=NC(=C1)C(C)(C)O)Cl